2-methoxy-3-(4-methylpiperazin-1-yl)quinoxaline COC1=NC2=CC=CC=C2N=C1N1CCN(CC1)C